ClC=1C=C(C=C(C1)NS(=O)(=O)C)C1=C(SC(=C1C1=NC=C(C=C1F)N1CC(C1)(F)F)C)C(=O)N (3-chloro-5-methanesulfonamidophenyl)-4-[5-(3,3-difluoroazetidin-1-yl)-3-fluoropyridin-2-yl]-5-methylthiophene-2-carboxamide